N-[(1S,3S,4R)-4-hydroxy-1-oxidotetrahydrothiophen-3-yl]-3-oxo-2-(pyridin-3-yl)-6-[4-(trifluoromethyl)phenyl]-2,3-dihydropyridazine-4-carboxamide O[C@@H]1[C@@H](C[S@@](C1)=O)NC(=O)C=1C(N(N=C(C1)C1=CC=C(C=C1)C(F)(F)F)C=1C=NC=CC1)=O